NC(C(=O)O)CCC(=O)NC(C(=O)NCC(=O)O)CSCC(=O)N1C2=C(NC(C3=C1C=CC(=C3)F)=O)C=CC=C2 2-amino-5-((1-((carboxymethyl)amino)-3-((2-(2-fluoro-11-oxo-10,11-dihydro-5H-dibenzo[b,e][1,4]diazepin-5-yl)-2-oxoethyl)thio)-1-oxopropan-2-yl)amino)-5-oxopentanoic acid